2-[[5-Benzyloxy-2-fluoro-4-(1-hydroxy-1-methyl-ethyl)phenyl]methyl]-N-[1-(trifluoromethyl)cyclopropyl]-1H-benzimidazole-5-carboxamide C(C1=CC=CC=C1)OC=1C(=CC(=C(C1)CC1=NC2=C(N1)C=CC(=C2)C(=O)NC2(CC2)C(F)(F)F)F)C(C)(C)O